COC=COC(=O)N1CCC2(CC2)CC1 (2-methoxyvinyl)-6-azaspiro[2.5]octane-6-carboxylate